C1(NNC=2C=NC=3C=CC=CC3C21)=O 3H-pyrazolo[3,4-c]quinolone